C(C)SC=1OC2=C(C=C(C=C2C(C1)=O)C)[C@@H](C)OC=1C(=NC(=CC1)F)C#N 3-[(1R)-1-(2-Ethylsulfanyl-6-methyl-4-oxo-chromen-8-yl)ethoxy]-6-fluoro-pyridine-2-carbonitrile